N[C@@H](C(=O)OC)[C@H]1OB(OC1=O)[C@H](CC(C)C)NC(CNC(C1=C(C=CC(=C1)Cl)Cl)=O)=O methyl (R)-2-amino-2-((R)-2-((R)-1-(2-(2,5-dichlorobenzamido) acetamido)-3-methylbutyl)-5-oxo-1,3,2-dioxaborolan-4-yl)acetate